3-[(5-difluoromethoxy-1-methyl-3-trifluoromethylpyrazol-4-yl)-methylsulfonyl]-4,5-dihydro-5,5-dimethyl-1,2-oxazole FC(OC1=C(C(=NN1C)C(F)(F)F)CS(=O)(=O)C1=NOC(C1)(C)C)F